4-pentylnonyl 8-((2-hydroxyethyl)amino)octanoate OCCNCCCCCCCC(=O)OCCCC(CCCCC)CCCCC